C(C)C1=C(C2=CC=CC=C2C(=C1)OC(CCCCCC)=O)OC(CCCCCC)=O 2-ethyl-1,4-bis(n-heptanoyloxy)naphthalene